ClC=1C(=C(C=CC1)NC1=C(NC2=C1C(NCC21CCOCC1)=O)C1=C(C=NC=C1)F)OC 3'-[(3-chloro-2-methoxyphenyl)amino]-2'-(3-fluoropyridin-4-yl)-5',6'-dihydro-1'H-spiro[oxane-4,7'-pyrrolo[3,2-c]pyridin]-4'-one